ethyl 2-(4-amino-6-(p-tolyl)-9H-pyrimido[4,5-b]indol-9-yl)acetate NC1=NC=NC=2N(C3=CC=C(C=C3C21)C2=CC=C(C=C2)C)CC(=O)OCC